3,3'-(naphthalen-1,5-diylbis(oxy))bis(N,N-bis(3-(trimethoxysilyl)propyl)propan-1-amine) C1(=CC=CC2=C(C=CC=C12)OCCCN(CCC[Si](OC)(OC)OC)CCC[Si](OC)(OC)OC)OCCCN(CCC[Si](OC)(OC)OC)CCC[Si](OC)(OC)OC